N-[2-(3,3-difluoropyrrolidin-1-yl)-4-(2-fluorophenyl)-3-pyridyl]-4-(6-fluoro-1,2-benzoxazol-3-yl)piperidine-1-carboxamide FC1(CN(CC1)C1=NC=CC(=C1NC(=O)N1CCC(CC1)C1=NOC2=C1C=CC(=C2)F)C2=C(C=CC=C2)F)F